OC1=CC=C(C=C1)C=1N=C(OC1)C=1C=C2C=CC=NC2=CC1 6-[4-(4-Hydroxyphenyl)-1,3-oxazol-2-yl]quinoline